C(#N)C1=C(C=C(C(=C1)C(=O)NCC(CCSCC)(CC)CC)C(F)(F)F)C1=CC=C(C=C1)C(F)(F)F 2-cyano-N-[2,2-diethyl-4-(ethylsulfanyl)butyl]-4',5-bis(trifluoromethyl)-(1,1'-biphenyl)-4-carboxamide